N1C=C(C2=CC=CC=C12)C(C(N(C[2H])C[2H])([2H])[2H])([2H])[2H] 2-(1H-indol-3-yl)-N,N-bis(methyl-d)ethan-1-amine-1,1,2,2-d4